C1(C=CC(N1C(COCCOCCOCC(N1C(C=CC1=O)=O)O)O)=O)=O 1,11-bis-maleimidotetraethylene glycol